NC1=NC=C(C(=O)NC)C(=C1)NC1=C(C=CC=C1)S(=O)(=O)C 6-amino-N-methyl-4-((2-(methylsulfonyl)phenyl)amino)nicotinamide